butynyl para-toluenesulfonate CC1=CC=C(C=C1)S(=O)(=O)OC#CCC